2-[4-(1-tert-butoxycarbonyl-azetidin-3-yl)phenyl]benzoic Acid C(C)(C)(C)OC(=O)N1CC(C1)C1=CC=C(C=C1)C1=C(C(=O)O)C=CC=C1